4-((2S,SR)-4-acryloyl-2,5-dimethylpiperazin-1-yl)-7-chloro-1-(4,6-diisopropylpyrimidin-5-yl)-6-fluoropyrido[2,3-d]pyrimidin-2(1H)-one C(C=C)(=O)N1C[C@@H](N(C[C@@H]1C)C=1C2=C(N(C(N1)=O)C=1C(=NC=NC1C(C)C)C(C)C)N=C(C(=C2)F)Cl)C |&1:9|